FC=1C(=C(C=CC1F)[C@H]1[C@@H](O[C@@]([C@@H]1C)(C(F)(F)F)C)C(=O)NC1=CC([N+](C=C1)=O)C(=O)N)OCCCCCCCCCCCCCC 4-[[(2R,3s,4r,5s)-3-[3,4-difluoro-2-(tridecylmethoxy)phenyl]-4,5-dimethyl-5-(trifluoromethyl)tetrahydrofuran-2-carbonyl]amino]-1-oxo-pyridin-1-ium-2-carboxamide